tert-butyl N-[[4-[4-[3-(2,4-dioxohexahydropyrimidin-1-yl)-4-methoxy-benzoyl]piperazine-1-carbonyl]phenyl]methyl]carbamate O=C1N(CCC(N1)=O)C=1C=C(C(=O)N2CCN(CC2)C(=O)C2=CC=C(C=C2)CNC(OC(C)(C)C)=O)C=CC1OC